8-(4-(azetidin-3-yloxy)-2-chlorophenyl)-9-((4-chloropyridin-2-yl)methyl)-6-(1-methylcyclopropoxy)-9H-purine N1CC(C1)OC1=CC(=C(C=C1)C=1N(C2=NC=NC(=C2N1)OC1(CC1)C)CC1=NC=CC(=C1)Cl)Cl